N-[(3S,4S)-4-hydroxy-2-oxo-pyrrolidin-3-yl]carbamic acid benzyl ester C(C1=CC=CC=C1)OC(N[C@@H]1C(NC[C@@H]1O)=O)=O